(E)-4-((4-(4-methylpiperidin-1-yl)phenyl)amino)benzaldehyde oxime CC1CCN(CC1)C1=CC=C(C=C1)NC1=CC=C(/C=N/O)C=C1